N-((7-Cyclopropyl-2-(4'-fluoro-2'-(4-methyl-4H-1,2,4-triazol-3-yl)-[1,1'-biphenyl]-3-yl)benzo[d]oxazol-5-yl)methyl)-2-methoxyethan-1-amine C1(CC1)C1=CC(=CC=2N=C(OC21)C=2C=C(C=CC2)C2=C(C=C(C=C2)F)C2=NN=CN2C)CNCCOC